COC(=O)C=1C=CC2=C(N(C(=N2)CN2C(CC(CC2)=O)=O)C[C@H]2OCC2)C1 (S)-2-((2,4-dioxopiperidin-1-yl)methyl)-1-(oxetan-2-ylmethyl)-1H-benzo[d]Imidazole-6-carboxylic acid methyl ester